2,4-dichloro-6,8-difluoro-7-methoxyquinazoline ClC1=NC2=C(C(=C(C=C2C(=N1)Cl)F)OC)F